6-bromo-1-methylindazole-5-carboxylic acid BrC1=C(C=C2C=NN(C2=C1)C)C(=O)O